C(C)[Si](SCCC[Si](CC)(CC)C)(CC)CC S-triethylsilyl-thiopropyl-methyldiethyl-silane